(R)-N-(6,8-dimethylimidazo[1,2-a]pyrazin-2-yl)-5-(3-(methylamino)pyrrolidin-1-yl)pyrazine-2-carboxamide CC=1N=C(C=2N(C1)C=C(N2)NC(=O)C2=NC=C(N=C2)N2C[C@@H](CC2)NC)C